N-(2-hydroxy-2-methylpropyl)-2-methyl-5-{[2-(trifluoromethyl)pyridin-3-yl]methoxy}-1-benzothiophene-3-carboxamide OC(CNC(=O)C1=C(SC2=C1C=C(C=C2)OCC=2C(=NC=CC2)C(F)(F)F)C)(C)C